4-chloro-N-(4-(2-(5-(pentyloxy)pentyl)hydrazine-1-carbonyl)benzyl)benzamide ClC1=CC=C(C(=O)NCC2=CC=C(C=C2)C(=O)NNCCCCCOCCCCC)C=C1